C(C)(C)[C@]1(C(NC(N1)=O)=O)C1=CC=C(C=C1)C(=O)N1CCC(CC1)C1=NC2=C(N1C)C=CC=C2 (R)-5-isopropyl-5-{4-[4-(1-methyl-1H-benzimidazol-2-yl)piperidine-1-carbonyl]phenyl}imidazolidine-2,4-dione